tetrazine isocyanate [N-]=C=O.N1=NN=NC=C1